C(N)(=O)C=1C=C(CN2C[C@H](N(CC2)C(=O)OC=2C=NC=C(C2)C(N)=O)C)C=CC1Cl 5-Carbamoylpyridin-3-yl (R)-4-(3-carbamoyl-4-chlorobenzyl)-2-methylpiperazine-1-carboxylate